NC1=C(C(=NC=N1)N1CC(C(CC1)C(=O)N)N1C(C(CCC1)NC1=CC(=CC(=C1)F)Cl)=O)F 1'-(6-amino-5-fluoropyrimidin-4-yl)-3-((3-chloro-5-fluorophenyl)amino)-2-oxo-[1,3'-bipiperidine]-4'-carboxamide